Cl[C@@H](C(=O)N1C[C@@H](CC[C@H]1CO)C(=O)OC)C (3R,6S)-methyl 1-((R)-2-chloropropanoyl)-6-(hydroxymethyl)piperidine-3-carboxylate